(R)-3-((1,1-dioxido-2,3-dihydrothiophen-3-yl)amino)-6-phenyl-1H-pyrazolo[4,3-b]pyridine 4-oxide O=S1(C[C@@H](C=C1)NC1=NNC=2C1=[N+](C=C(C2)C2=CC=CC=C2)[O-])=O